C12C=CCC2CCC1 bicyclo[3.3.0]oct-2-ene